1,3-bis(4-fluorophenyl)urea FC1=CC=C(C=C1)NC(=O)NC1=CC=C(C=C1)F